N1=CC=C(C=C1)C1=CC=C(C=O)C=C1 4-(4-pyridyl)benzaldehyde